2,6-difluoro-4-((R)-3-(methyl((S)-tetrahydrofuran-3-yl)amino)-3-(3-(trifluoromethyl)phenethyl)piperidin-1-yl)-N-(pyrimidin-4-yl)benzenesulfonamide FC1=C(C(=CC(=C1)N1C[C@](CCC1)(CCC1=CC(=CC=C1)C(F)(F)F)N([C@@H]1COCC1)C)F)S(=O)(=O)NC1=NC=NC=C1